CN(C)C=CC1=CC=CC=C1 N,N-Dimethylamino-styrol